4-((2S,5R)-4-(bis(4-fluorophenyl)methyl)-2,5-dimethylpiperazin-1-yl)-1-(((S)-tetrahydrofuran-2-yl)methyl)-1H-imidazo[4,5-e][1,2,4]triazolo[4,3-a]pyridine FC1=CC=C(C=C1)C(N1C[C@@H](N(C[C@H]1C)C1=CC=2N(C3=C1N=CN3C[C@H]3OCCC3)C=NN2)C)C2=CC=C(C=C2)F